1-(1-pyrrolidinyl)cyclohexene N1(CCCC1)C1=CCCCC1